CN(CCC1=NN(C(C(=C1)C)=O)[C@H](C(=O)O)CC(C)C)C (S)-2-(3-(2-(dimethylamino)ethyl)-5-methyl-6-oxopyridazin-1(6H)-yl)-4-methylpentanoic acid